OC(CCC(=O)OC(C)CCCO)C 5-hydroxypentan-2-yl 4-hydroxypentanoate